FC1(NC(C2=CC=C(C=C12)NC1=NC=C(C(=N1)N[C@H](CO)C1=CC=CC=C1)C1=NC(=NO1)C1=NC=CC=C1)=O)F (S)-3,3-difluoro-5-((4-((2-hydroxy-1-phenylethyl)amino)-5-(3-(pyridin-2-yl)-1,2,4-oxadiazol-5-yl)pyrimidin-2-yl)amino)isoindolin-1-one